CCC(CCC)C(=O)N Hexane-3-carboxamide